(3,4-Dihydro-1,5-naphthyridin-1(2H)-yl)(6-phenylpyrazin-2-yl)methanone N1(CCCC2=NC=CC=C12)C(=O)C1=NC(=CN=C1)C1=CC=CC=C1